NC1=CC2=C(N(N=C2C(=C1C(=O)C1=C(C=CC(=C1)F)Cl)C#N)C)OC(F)F 5-amino-6-[(2-chloro-5-fluorophenyl)carbonyl]-3-[(difluoromethyl)oxy]-2-methylindazole-7-carbonitrile